4-acetoxy-1,2-dihydropyridazine-3,6-dione C(C)(=O)OC=1C(NNC(C1)=O)=O